4-((3R,4S)-4-((5,7-dimethyl-1H-indol-4-yl)methyl)-1-(2,2,2-trifluoroethyl)azepan-3-yl)benzoic acid CC=1C(=C2C=CNC2=C(C1)C)C[C@H]1[C@@H](CN(CCC1)CC(F)(F)F)C1=CC=C(C(=O)O)C=C1